NC1CC(C1)C(=O)N1CC(C1)N1N=CC(=C1)C=1C=C(C=2N(C1)N=CC2C#N)OC 6-(1-(1-((1s,3s)-3-aminocyclobutane-1-carbonyl)azetidin-3-yl)-1H-pyrazol-4-yl)-4-methoxypyrazolo[1,5-a]pyridine-3-carbonitrile